N-(5-(4-((4-([1,2,4]triazolo[1,5-a]pyridin-7-yloxy)-3-methylphenyl)amino)thieno[2,3-d]pyrimidin-6-yl)-2-(2-oxa-6-azaspiro[3.3]heptan-6-yl)phenyl)acrylamide N=1C=NN2C1C=C(C=C2)OC2=C(C=C(C=C2)NC=2C1=C(N=CN2)SC(=C1)C=1C=CC(=C(C1)NC(C=C)=O)N1CC2(COC2)C1)C